ETHYL (2-((2R,3R,4R,5R)-3,4-BIS((TERT-BUTYLDIMETHYLSILYL)OXY)-5-(((TERT-BUTYLDIMETHYLSILYL)OXY)METHYL)TETRAHYDROFURAN-2-YL)-3-OXO-2,3-DIHYDRO-1,2,4-TRIAZIN-5-YL)CARBAMATE [Si](C)(C)(C(C)(C)C)O[C@H]1[C@@H](O[C@@H]([C@H]1O[Si](C)(C)C(C)(C)C)CO[Si](C)(C)C(C)(C)C)N1N=CC(=NC1=O)NC(OCC)=O